N=1C=NN2C1C=C(C=C2)OC2=C(C=C(C=C2)NC=2C(=CN=C1C=CC(NC21)=O)F)C 8-((4-([1,2,4]triazolo[1,5-a]pyridin-7-yloxy)-3-methylphenyl)amino)-7-fluoro-1,5-naphthyridin-2(1H)-one